(S)-(4-amino-7-fluoro-3-methylimidazo[1,5-a]quinoxalin-8-yl)(3-(5-(trifluoromethyl)pyridin-2-yl)morpholino)methanone NC=1C=2N(C3=CC(=C(C=C3N1)F)C(=O)N1[C@H](COCC1)C1=NC=C(C=C1)C(F)(F)F)C=NC2C